1-{2-[3-(morpholin-4-yl)pyrazol-1-yl]phenyl}methanamine N1(CCOCC1)C1=NN(C=C1)C1=C(C=CC=C1)CN